4-(4-((1-((1-(3-aminopropyl)-3-(4-(trifluoromethoxy)phenyl)-1H-indol-5-yl)methyl)piperidin-4-yl)methyl)piperazin-1-yl)-2-(2,6-dioxopiperidin-3-yl)isoindoline-1,3-dione NCCCN1C=C(C2=CC(=CC=C12)CN1CCC(CC1)CN1CCN(CC1)C1=C2C(N(C(C2=CC=C1)=O)C1C(NC(CC1)=O)=O)=O)C1=CC=C(C=C1)OC(F)(F)F